Cl.C(C1=CC=CC=C1)C=1N=C(SC1)C1=CN(C=2N=C(N=CC21)Cl)[C@H]2[C@@H]([C@@H]([C@H](C2)C2CCNCC2)O)O (1R,2S,3R,5R)-3-[5-(4-benzyl-1,3-thiazol-2-yl)-2-chloropyrrolo[2,3-d]pyrimidin-7-yl]-5-(piperidin-4-yl)cyclopentane-1,2-diol HCl salt